C(C)[N+](CCC)(C)CC diethyl(methyl)propyl-ammonium